(S)-5-(8-(3-(difluoromethoxy)pyrrolidin-1-yl)imidazo[1,2-b]pyridazin-6-yl)pyrimidine-2,4(1H,3H)-dione FC(O[C@@H]1CN(CC1)C=1C=2N(N=C(C1)C=1C(NC(NC1)=O)=O)C=CN2)F